fluoromethylmethyldichlorosilane FC[Si](Cl)(Cl)C